4-(6-(1-Phenylhexahydropyrrolo[3,4-b]pyrrol-5(1H)-yl)pyrimidin-4-yl)morpholine C1(=CC=CC=C1)N1C2C(CC1)CN(C2)C2=CC(=NC=N2)N2CCOCC2